4-bromo-2-(pent-4-en-1-yloxy)benzene BrC1=CC(=CC=C1)OCCCC=C